1-bromo-4-(tert-butyl)-2-iodobenzene BrC1=C(C=C(C=C1)C(C)(C)C)I